FC1=C(C=C2C=CN(C(C2=C1)=O)CCC[C@H](C)NC=1C=NNC(C1C(F)(F)F)=O)C1=NC=C(N=C1)C(F)(F)F 7-fluoro-2-[(4S)-4-[[6-oxo-5-(trifluoromethyl)-1H-pyridazin-4-yl]amino]pentyl]-6-[5-(trifluoromethyl)pyrazin-2-yl]isoquinolin-1-one